Tetraethylene glycol diheptyl ether C(CCCCCC)OCCOCCOCCOCCOCCCCCCC